C(CC)(=O)OC[C@H]1O[C@@]([C@@H]([C@@H]1OC(C)=O)O)(C#N)C1=CC=C2C(=NC=NN21)N ((2R,3S,4R,5R)-3-acetoxy-5-(4-aminopyrrolo[2,1-f][1,2,4]triazin-7-yl)-5-cyano-4-hydroxytetrahydrofuran-2-yl)methyl propionate